O[C@@H]1C[C@H](CC1)N(C(OC(C)(C)C)=O)C tert-butyl ((1S,3S)-3-hydroxycyclopentyl)(methyl)carbamate